C[N+](CC1=CC=C(C=C1)C=C)(C)C trimethyl-(4-vinylbenzyl)ammonium